C(C1=CC=CC=C1)OC1=NC(=CC=C1N1C(N(C2=C1C=CC=C2NC2CCC(CC2)C(=O)N2C[C@@H](CC2)C(=O)OC(C)(C)C)C)=O)OCC2=CC=CC=C2 tert-butyl (3R)-1-[(1r,4r)-4-({1-[2,6-bis(benzyloxy)pyridin-3-yl]-3-methyl-2-oxo-1,3-benzodiazol-4-yl}amino)cyclohexanecarbonyl]pyrrolidine-3-carboxylate